2-Hydroxy-1-(4-((trimethylsilyl)ethynyl)-3,6-dihydropyridin-1(2H)-yl)ethan-1-one OCC(=O)N1CCC(=CC1)C#C[Si](C)(C)C